C(#CCCCCCC)CC(=O)C1=CC=CC=C1 2-(1-octynyl)acetophenone